C(C)(C)(C)OC(C(CC1=NN(C=C1)C1CC1)N)=O 2-Amino-3-(1-cyclopropyl-1H-pyrazol-3-yl)propionic acid tert-butyl ester